C(C)(C)(C)OC(=O)N1[C@H]2CC(C[C@@H]1CC2)NC(C(F)(F)F)=O.[C@H]21CC(C[C@H](CC2)N1)NC(C(F)(F)F)=O ((1R,3s,5S)-8-azabicyclo[3.2.1]octan-3-yl)-2,2,2-trifluoroacetamide tert-Butyl-(1R,3s,5S)-3-(2,2,2-trifluoroacetamido)-8-azabicyclo[3.2.1]octane-8-carboxylate